pentadecyl fluoroheptyl-sulfonate FCCCCCCCS(=O)(=O)OCCCCCCCCCCCCCCC